FC1=CC(=CC=2NC(=NC21)C2=C(C=1C(NC2=O)=CN(N1)C)NC(COC)C1=NC=CC=N1)N1CCOCC1 6-(4-fluoro-6-morpholino-1H-benzo[d]imidazol-2-yl)-7-((2-methoxy-1-(pyrimidin-2-yl)ethyl)amino)-2-methyl-2H-pyrazolo[4,3-b]pyridin-5(4H)-one